ClC1=C(C(=C(N=N1)N=C1SC2=C(N1COCC[Si](C)(C)C)C=CC=C2)C)C N-(6-chloro-4,5-dimethylpyridazin-3-yl)-3-{[2-(trimethylsilyl)ethoxy]Methyl}-2,3-dihydro-1,3-benzothiazol-2-imine